7-bromo-6-oxo-3,4-dihydro-1H-pyrido[1,2-a]pyrazine-2-carboxylic acid tert-butyl ester C(C)(C)(C)OC(=O)N1CC=2N(CC1)C(C(=CC2)Br)=O